ClC1=C(\C=N\OC(C(=O)OC)C)C=C(C(=C1)F)N1C(N(C(N(C1=O)C)=S)C)=O methyl 2-({(E)-[2-chloro-5-(3,5-dimethyl-2,6-dioxo-4-sulfanylidene-1,3,5-triazinan-1-yl)-4-fluorobenzylidene] amino} oxy)propanoate